6,7-Dihydro-4H-pyrano[4,3-d]thiazol-2-amine N1=C(SC2=C1CCOC2)N